ClC=1C2=CN(N=C2C(=C(C1)C1=CC=C(C=C1)N1CCN(CC1)CC)OC)C(C(=O)NC=1SC=CN1)C1=C2N(C=N1)C[C@@H](C2)F |r| 2-[4-chloro-6-[4-(4-ethylpiperazin-1-yl)phenyl]-7-methoxyindazol-2-yl]-2-[rac-(6R)-6-fluoro-6,7-dihydro-5H-pyrrolo[1,2-c]imidazol-1-yl]-N-(1,3-thiazol-2-yl)acetamide